Cl.NC[C@H]1CN(C(O1)=C=O)C1=CC=C(C=C1)N1C(COCC1)=O 4-[4-[(5S)-5-(aminomethyl)-2-carbonyl-3-oxazolidinyl]phenyl]-3-morpholone hydrochloride